BrC1=NC=CC=C1C=1N(C(C2=C(N1)N(N=C2)C2=CC=CC=C2)=O)CCCl 6-(2-bromopyridin-3-yl)-5-(2-chloroethyl)-1-phenyl-1,5-dihydro-4H-pyrazolo[3,4-d]pyrimidin-4-one